CC(C(C(C(C=O)O)O)O)O 6-deoxyhexose